C(CC)SC(C1=CC(=C(OCC(=O)N2CCN(CC2)S(=O)(=O)C2=CC=C(C)C=C2)C=C1)OC)SCCC (4-(bis(propylthio)methyl)-2-methoxyphenoxy)-1-(4-p-toluenesulfonylpiperazin-1-yl)ethan-1-one